5-(1-cyano-1-methyl-ethoxy)-3-ethylsulfanyl-pyridine-2-carboxylic acid methyl ester COC(=O)C1=NC=C(C=C1SCC)OC(C)(C)C#N